ClC1=CC=C2C(=CC(=NC2=C1Cl)N1[C@H]2[C@@H](CC1)OC(C2)=O)N2C=NC=C2 (3aR,6aR)-4-(7,8-dichloro-4-(1H-imidazol-1-yl)quinolin-2-yl)hexahydro-2H-furo[3,2-b]pyrrol-2-one